OC(CN(CCCC(=O)OCCN1CCN(CC1)CCSSCCCN(CC(CCCCCC\C=C/CCCCCCCC)O)CC(CCCCCC\C=C/CCCCCCCC)O)CC(CCCCCC\C=C/C\C=C/CCCCC)O)CCCCCC\C=C/C\C=C/CCCCC 2-(4-(2-((3-(Bis((Z)-2-hydroxyoctadec-9-en-1-yl)amino)propyl)disulfaneyl)ethyl)piperazin-1-yl)ethyl 4-(bis((9Z,12Z)-2-hydroxyoctadeca-9,12-dien-1-yl)amino)butanoate